OC=1C=C(C2=C(OC(OC2=O)(C=C(C)C)C)C1C1C=C(CCC1C(=C)C)C)CCCCC 7-hydroxy-2-methyl-8-(3-methyl-6-(prop-1-en-2-yl)cyclohex-2-en-1-yl)-2-(2-methylprop-1-en-1-yl)-5-pentyl-4H-benzo[d][1,3]dioxin-4-one